C(C)N1N=C(C=C1C(=O)N=C1N(C2=C(N1)C=CC(=C2)C(=O)N)C)C 2-[(1-ethyl-3-methyl-5-pyrazolyl)carbonylimino]-3-methyl-2,3-dihydro-1H-1,3-benzimidazole-5-carboxamide